COC1=CC=C(C=C1)N1N=C(NC1=O)C1CNCC1 2-(4-methoxyphenyl)-5-(pyrrolidin-3-yl)-2,4-dihydro-3H-1,2,4-triazol-3-one